FC(CCCOP(=O)(OCCCC(C(F)(F)F)(F)F)OCCCC(C(F)(F)F)(F)F)(C(F)(F)F)F Tris(4,4,5,5,5-pentafluoropentyl)phosphate